(R)-5-(bicyclo[1.1.1]pentan-1-yl)-3-butyl-7-(dimethylamino)-8-methoxy-2-methyl-2,3,4,5-tetrahydrobenzo[f][1,2,5]thiadiazepine 1,1-dioxide C12(CC(C1)C2)N2C[C@H](N(S(C1=C2C=C(C(=C1)OC)N(C)C)(=O)=O)C)CCCC